N-(4-methoxyphenyl)-N-(2-(4-(thiophen-2-ylmethyl)piperazin-1-yl)ethyl)acrylamide tert-Butyl-(S)-4-(((benzyloxy)carbonyl)amino)-5-oxo-5-((4-(trifluoromethyl)phenyl)amino)pentanoate C(C)(C)(C)OC(CC[C@@H](C(NC1=CC=C(C=C1)C(F)(F)F)=O)NC(=O)OCC1=CC=CC=C1)=O.COC1=CC=C(C=C1)N(C(C=C)=O)CCN1CCN(CC1)CC=1SC=CC1